2,2,2-trifluoroethyl (S)-3-(5-bromo-2-(2-(1-methoxyethyl)pyridin-3-yl)-1-(2,2,2-trifluoroethyl)-1H-indol-3-yl)-2,2-dimethylpropanoate BrC=1C=C2C(=C(N(C2=CC1)CC(F)(F)F)C=1C(=NC=CC1)[C@H](C)OC)CC(C(=O)OCC(F)(F)F)(C)C